1,4-bis(4-carboxyphenyl)-trans-cyclohexane C(=O)(O)C1=CC=C(C=C1)[C@@H]1CC[C@H](CC1)C1=CC=C(C=C1)C(=O)O